Cl.N1(CCNCC1)C1=NSC2=C1C=CC=C2 3-(piperazin-1-yl)benzo[d]isothiazole hydrochloride salt